N-(5-Chloro-2-methoxyphenyl)-6-morpholin-4-yl-N1-p-tolyl-[1,3,5]triazine-2,4-diamine ClC=1C=CC(=C(C1)NC1N(C(=NC(=N1)N)N1CCOCC1)C1=CC=C(C=C1)C)OC